6-chloro-3,4-dihydro-N-(8-methyl-8-azabicyclo-[3.2.1]-oct-3-yl)-2,4-dimethyl-3-oxo-2H-1,4-benzoxazine-8-carboxamide ClC=1C=C(C2=C(N(C(C(O2)C)=O)C)C1)C(=O)NC1CC2CCC(C1)N2C